C1=CC=CC=2C3=CC=CC=C3C(C12)COC(=O)N(CC(=O)O)CCC1=CN(C2=CC=CC=C12)C 2-({[(9H-fluoren-9-yl)methoxy]carbonyl}[2-(1-methyl-1H-indol-3-yl)ethyl]amino)acetic acid